FC=1C(=C(C=CC1F)[C@@H]1[C@H](O[C@@]([C@@H]1C)(C(F)(F)F)C)C(=O)NC1=CC(=NC=C1C)C(=O)N)OC 4-[[(2S,3R,4R,5S)-3-(3,4-Difluoro-2-methoxy-phenyl)-4,5-dimethyl-5-(trifluoromethyl)tetrahydrofuran-2-carbonyl]amino]-5-methyl-pyridin-2-carboxamid